α-glycidoxybutyltriethoxysilane C(C1CO1)OC(CCC)[Si](OCC)(OCC)OCC